(S,E)-7-(Dimethylamino)-1-((1-((4-fluoro-7-(2-methylprop-1-en-1-yl)-1H-pyrrolo[2,3-c]pyridin-2-yl)methyl)-2-oxo-1,2-dihydropyridin-3-yl)amino)-1,7-dioxohept-5-en-2-yl-dimethylcarbamat CN(C(/C=C/CC[C@H](C(=O)NC=1C(N(C=CC1)CC1=CC=2C(=C(N=CC2F)C=C(C)C)N1)=O)CN(C([O-])=O)C)=O)C